OC[C@H]1O[C@@H]([C@H]([C@H]([C@@H]1O)O)O)[C@H](C=C)C1=C(C=C(C=C1)C1=NC=C(N=C1)C(F)(F)F)C (2R,3S,4R,5S,6R)-2-(Hydroxymethyl)-6-((R)-1-(2-methyl-4-(5-(trifluoromethyl)pyrazin-2-yl)phenyl)allyl)tetrahydro-2H-pyran-3,4,5-triol